N-(4-{2-[(2S)-2-(hydroxymethyl)azetidinyl]-2-oxoethyl}phenyl){[(4-fluorophenyl)methyl]amino}carboxamide OC[C@H]1N(CC1)C(CC1=CC=C(C=C1)NC(=O)NCC1=CC=C(C=C1)F)=O